tert-butyl (S)-(3-(3-(difluoromethyl)phenyl)-5-(piperidin-1-yl)pentyl)(methyl)carbamate FC(C=1C=C(C=CC1)[C@H](CCN(C(OC(C)(C)C)=O)C)CCN1CCCCC1)F